4-(6-((2-chlorophenyl)ethynyl)-2-(3,4,5-trimethoxyphenyl)-1H-benzo[d]imidazol-5-yl)morpholine ClC1=C(C=CC=C1)C#CC=1C(=CC2=C(NC(=N2)C2=CC(=C(C(=C2)OC)OC)OC)C1)N1CCOCC1